[[3-methyl-4-[(3R)-3,4-dihydroxybut-1-ynyl]-7-[4-(trifluoromethoxy) phenyl]benzimidazol-5-yl]methyl]carbamate CN1C=NC2=C1C(=C(C=C2C2=CC=C(C=C2)OC(F)(F)F)CNC([O-])=O)C#C[C@H](CO)O